ClC1=C(C=2N=C(N=C(C2C=N1)OCC(F)(F)F)OCC1(CC1)CN1CCCC1)F 7-chloro-8-fluoro-2-[[1-(pyrrolidin-1-ylmethyl)cyclopropyl]methoxy]-4-(2,2,2-trifluoroethoxy)pyrido[4,3-d]pyrimidine